Methyl 2-(1-(3-bromo-5-fluorophenyl)-1H-pyrazol-4-yl)acetate BrC=1C=C(C=C(C1)F)N1N=CC(=C1)CC(=O)OC